C(C)(=O)O[C@H](COC1=C(C=C(C=C1Cl)S(=O)(=O)C1=CC=C(C=C1)OC[C@H](CN(C(C)=O)S(=O)(=O)C)OC(C)=O)Cl)CCl (R)-1-(4-((4-((S)-2-acetoxy-3-(N-(methylsulfonyl)acetamido)propoxy)phenyl)sulfonyl)-2,6-dichlorophenoxy)-3-chloropropan-2-yl acetate